N-(4-(4-amino-7-(1-methyl-1H-pyrazol-4-yl)-3-(4-((4-methylpyrimidin-2-yl)oxy)phenyl)thieno[3,2-c]pyridin-2-yl)-2-chlorophenyl)methacrylamide NC1=NC=C(C2=C1C(=C(S2)C2=CC(=C(C=C2)NC(C(=C)C)=O)Cl)C2=CC=C(C=C2)OC2=NC=CC(=N2)C)C=2C=NN(C2)C